NC1=NC(=NC=N1)N([C@@H]1C[C@@H]([C@@H]2[C@H]1OC(O2)(C)C)C(O)C2=CC(=C(C=C2)F)F)C ((3aR,4R,6R,6aS)-6-((4-amino-1,3,5-triazin-2-yl)(methyl)amino)-2,2-dimethyltetrahydro-4H-cyclopenta[d][1,3]dioxol-4-yl)(3,4-difluorophenyl)methanol